CN(C(CN1N=CC(=C1)C1=CC=C(C=C1)C1=C2C(=CN=C1)SC(=C2)C(=O)N)=C=O)C 4-(4-(1-(2-(dimethylamino)-2-carbonylethyl)-1H-pyrazol-4-yl)phenyl)thieno[2,3-c]pyridine-2-carboxamide